[Br-].C(C=C)N1CN(C=C1)CCCCCC 1-allyl-3-hexylimidazole bromide salt